methyl 2-[4-[(R)-3-bromo-4,5-dihydroisoxazol-5-yl]-1-piperidyl]-2-[4-(trifluoromethyl)phenyl]acetate BrC1=NO[C@H](C1)C1CCN(CC1)C(C(=O)OC)C1=CC=C(C=C1)C(F)(F)F